C1=NC(=CC2=CC=CC=C12)C=O isoquinoline-3-formaldehyde